5-(3-(((2-hydroxyethyl)sulfonyl)methyl)oxetan-3-yl)-2-(3-((S)-3-methoxy-2-methyl-3-oxopropyl)phenyl)-2-(methyl-d3)pentanoic acid OCCS(=O)(=O)CC1(COC1)CCCC(C(=O)O)(C([2H])([2H])[2H])C1=CC(=CC=C1)C[C@@H](C(=O)OC)C